sodium bistrimethylsilylamide C[Si](C)(C)[N-][Si](C)(C)C.[Na+]